OC1(COC1)C=1C=C(C=CC1)C1N(CCC(C1)C1=CC=C(C=C1)C(F)(F)F)C(=O)N (3-(3-hydroxyoxetan-3-yl)phenyl)-4-(4-(trifluoromethyl)phenyl)piperidine-1-carboxamide